C(#N)C1=CNC2=C(C=CC(=C12)C)C1=NN(C=C1S(=O)(=O)N)C(=C)CF (3-cyano-4-methyl-1H-indol-7-yl)-1-[1-(fluoromethyl)vinyl]pyrazole-4-sulfonamide